4-(isopropylamino)-5H-pyrido[3,2-b]indole-7-carbonitrile C(C)(C)NC1=CC=NC2=C1NC=1C=C(C=CC21)C#N